C(=O)(O)CN([C@@H](CCC(=O)O)C(=O)O)CC(=O)O bis(carboxymethyl)-L-Glutamic acid